tert-Butyl (3-cyano-4-(3-(ethylthio)-5-fluoro-1-((2-(trimethylsilyl)ethoxy)methoxy)-7,9-dihydrofuro[3,4-f]quinazolin-6-yl)-7-fluorothieno[3,2-c]pyridin-2-yl)carbamate C(#N)C1=C(SC2=C1C(=NC=C2F)C=2C1=C(C=3C(=NC(=NC3C2F)SCC)OCOCC[Si](C)(C)C)COC1)NC(OC(C)(C)C)=O